(4-methyl-3-pyridyl)boronic acid CC1=C(C=NC=C1)B(O)O